C(C1=CC=CC=C1)OC(=O)N[C@H](C(=O)OC)C[C@H]1C(N[C@@H](C1)C)=O methyl (S)-2-(((benzyloxy)carbonyl)amino)-3-((3S,5R)-5-methyl-2-oxopyrrolidin-3-yl)propanoate